6-fluoro-5-(1-(2-fluoroethyl)-1H-benzo[d]imidazol-6-yl)-4-methoxy-N-(1-(oxetan-3-yl)piperidin-4-yl)pyrrolo[2,1-f][1,2,4]triazin-2-amine FC=1C(=C2C(=NC(=NN2C1)NC1CCN(CC1)C1COC1)OC)C=1C=CC2=C(N(C=N2)CCF)C1